C(C=C)(=O)O.CN1CCN(CC1)C(=O)[C@H]1CN(CCC1)S(=O)(=O)C1=CC=C(C=C1)C1=CC=C(C=C1)S(=O)(=O)C (R)-(4-methylpiperazin-1-yl)(1-((4'-methanesulfonyl)-[1,1'-biphenyl]-4-sulfonyl)3-piperidyl)methanone endo-acrylate